BrC1=CC(=C(COC=2C=C3CCC(C3=CC2)=O)C=C1)F 5-((4-bromo-2-fluorobenzyl)oxy)-2,3-dihydro-1H-inden-1-one